ethyl-1,13-tridecanediol C(C)C(CCCCCCCCCCCCO)O